2,5-dimethoxy-amphetamine COC1=C(CC(N)C)C=C(C=C1)OC